C(CCCCC)OC=C(C)C1=CC=CC=C1 (1-(hexyloxy)prop-1-en-2-yl)benzene